NC1=NC=CC2=CC=C(C=C12)C1=CC2=C(N(N=C2C=C1)C1CCN(CC1)CCC(C)C)COC1=C(C=CC=C1)CC(=O)O 2-(2-((5-(1-aminoisoquinolin-7-yl)-2-(1-isopentylpiperidin-4-yl)-2H-indazol-3-yl)methoxy)phenyl)acetic acid